C1=CC=CC=2C3=CC=CC=C3N(C12)C=1C(=NC(=C(C1C1=CC(=CC(=C1)C)C)N1C2=CC=CC=C2C=2C=CC=CC12)N1C2=CC=CC(=C2C=2C(=CC=CC12)C1=CC=CC=C1)C1=CC=CC=C1)N1C2=CC=CC(=C2C=2C(=CC=CC12)C1=CC=CC=C1)C1=CC=CC=C1 9,9'-(3,5-di(9H-carbazol-9-yl)-4-(3,5-dimethylphenyl)pyridine-2,6-diyl)bis(4,5-diphenyl-9H-carbazole)